CC1=CC=C(C=N1)N1C[C@H](CCC1)N (S)-1-(6-methylpyridin-3-yl)piperidin-3-amine